NC=1C=2CCCCC2N=C2C=CC(=CC12)C1=CC(=NC=C1)C1(CC1)C(=O)N [4-(9-amino-5,6,7,8-tetrahydroacridin-2-yl)pyridin-2-yl]cyclopropanecarboxamide